O=C(CSC1=C(C=2N(C(=N1)C1=CC=CC=C1)C=NN2)C#N)N2CCCCC2 7-((2-Oxo-2-(piperidin-1-yl)ethyl)thio)-5-phenyl-[1,2,4]triazolo[4,3-c]pyrimidine-8-carbonitrile